OC1=CC=C(C=C1)C(CCCCCCCCCCCCCCCCCCCCCCC)C1=CC=C(C=C1)O 1,1-bis(4-hydroxyphenyl)tetracosane